C(CCC)NC1=C(C=C(C=C1)[N+](=O)[O-])S(=O)(=O)N (butylamino)-5-nitro-benzenesulfonamide